O=C1N(C(CC1)=O)C(C(=O)[O-])CCC#CC=1C=NC(=NC1)S(=O)(=O)C 2,5-dioxopyrrolidin-1-yl-6-(2-(methanesulfonyl)pyrimidin-5-yl)hex-5-ynoate